CC1([C@H]2CN([C@@H]([C@@H]12)C(=O)N[C@H](C=O)C[C@H]1C(NCC1)=O)C(=O)C=1NC2=CC(=CC=C2C1)C)C (1R,2S,5S)-6,6-Dimethyl-3-(6-methyl-1H-indole-2-carbonyl)-N-((S)-1-oxo-3-((S)-2-oxopyrrolidin-3-yl)propan-2-yl)-3-azabicyclo[3.1.0]hexane-2-carboxamide